1-((5-fluoro-2-(5-fluoro-1H-pyrrolo[2,3-b]pyridin-3-yl)pyrimidin-4-yl)amino)piperidine-2-carboxylic acid FC=1C(=NC(=NC1)C1=CNC2=NC=C(C=C21)F)NN2C(CCCC2)C(=O)O